C1(CCCC1)C(CC#C)N1N=CC(=C1)C=1C2=C(N=CN1)NC=C2 4-[1-(1-cyclopentylbut-3-yn-1-yl)-1H-pyrazol-4-yl]-7H-pyrrolo[2,3-d]pyrimidine